OC=1C(C(=CN2C1C(N1[C@H](CC[C@@]3([C@H]2C1)OCC3)C)=O)C(=O)NCC3=C(C=C(C=C3F)F)F)=O (2R,3'S,7'R)-12'-hydroxy-3'-methyl-1',11'-dioxo-N-(2,4,6-trifluorobenzyl)-1',4',5',11'-tetrahydro-3'H,7'H-spiro[oxetane-2,6'-[2,7]methanopyrido[1,2-a][1,4]diazonine]-10'-carboxamide